2-[5-chloro-4-(4,4-difluoro-1-methyl-cyclohexyl)-2-methyl-phenyl]-4-oxo-1H-1,6-naphthyridine-5-carboxamide ClC=1C(=CC(=C(C1)C=1NC=2C=CN=C(C2C(C1)=O)C(=O)N)C)C1(CCC(CC1)(F)F)C